trans-3-[(3S)-2-[4-[(3,8-dimethyl-[1,2,4]triazolo[4,3-a]pyridin-6-yl)methyl]cyclohexanecarbonyl]-1,2-oxazolidin-3-yl]-5-fluorobenzonitrile CC1=NN=C2N1C=C(C=C2C)C[C@@H]2CC[C@H](CC2)C(=O)N2OCC[C@H]2C=2C=C(C#N)C=C(C2)F